1-acryl-3-(2-(5-(trifluoromethyl)isoxazol-3-yl)vinyl)azetidine-3-carbonitrile C(=O)(C=C)N1CC(C1)(C#N)C=CC1=NOC(=C1)C(F)(F)F